lambda~4~,4-thiazinan-1-on S1(CCNCC1)=O